ethyl (hydroxyimino)-cyanoacetate ON=C(C(=O)OCC)C#N